benzyl (2R,3S)-3-((tert-butoxycarbonyl)amino)-2-((((CIS)-4-phenylcyclohexyl)oxy)methyl)pyrrolidine-1-carboxylate C(C)(C)(C)OC(=O)N[C@@H]1[C@@H](N(CC1)C(=O)OCC1=CC=CC=C1)CO[C@@H]1CC[C@@H](CC1)C1=CC=CC=C1